((4-methoxybenzyl)oxy)-6-(((1r,4r)-4-methoxycyclohexyl)methyl)pyridazine COC1=CC=C(COC=2N=NC(=CC2)CC2CCC(CC2)OC)C=C1